ClC=1C(=NC=CC1C1=C(C(=NC=C1)C=1C=C2CCN(CC2=C(C1)OC)C[C@@H]1CCC(N1)=O)Cl)C=1C=C2CCN(CC2=C(C1)OC)C[C@H]1CCC(N1)=O (5R,5'S)-5,5'-(((3,3'-dichloro-[4,4'-bipyridine]-2,2'-diyl)bis(8-methoxy-3,4-dihydroisoquinoline-6,2(1H)-diyl))bis(methylene))bis(pyrrolidin-2-one)